10-methoxy-2-oxo-1,2,5,6-tetrahydropyrido[2',1':2,3]imidazo[4,5-h]quinoline-3-carboxylate COC1=CC2=NC3=C(CCC=4C=C(C(NC34)=O)C(=O)[O-])N2C=C1